BrC=1N=C2N(N1)CCC2=O 2-bromo-5,6-dihydropyrrolo[1,2-b][1,2,4]triazole-7-one